C(CCC)C1CC(=C(C(C1)=O)C(CCC)NO[C@@H](COC1=CC=C(C#N)C=C1)C)O (R)-4-{2-[1-(4-butyl-2-hydroxy-6-oxo-cyclohex-1-enyl)-butylaminooxy]-propoxy}-Benzonitrile